C[C@H](CC)C1=C(C=C(C=C1)[C@@H](NC(=O)[C@H]1N(C[C@@H](C1)F)C(CC1=CN=NN1)=O)C1=CC=CC=C1)F |o1:1,10| (2S,4R)-N-[(S) or (R)-{4-[(2R) or (2S)-butan-2-yl]-3-fluorophenyl}(phenyl)methyl]-4-fluoro-1-[2-(1H-1,2,3-triazol-5-yl)acetyl]pyrrolidine-2-carboxamide